FC=1C=C(C=CC1F)C(O)C1=CC(=C(C=C1)F)F bis(3,4-difluorophenyl)methanol